CSC1=NC=C(C=N1)C1=CC(=NC2=C(N=CC=C12)C1=CC=NN1)N1CCOCC1 4-[2-(methylsulfanyl)pyrimidin-5-yl]-2-(morpholin-4-yl)-8-(1H-pyrazol-5-yl)-1,7-naphthyridine